ON=C(N)C1=CC(=C(C=C1)OC)OC N'-hydroxy-3,4-dimethoxybenzene-1-carboximidamide